N[C@H]1C[C@H](C1)NC1=NC=C2C=C(N=C(C2=C1)NC(C)(C)C)C#N 7-(((cis)-3-aminocyclobutyl)amino)-1-(tert-butylamino)-2,6-naphthyridine-3-carbonitrile